CC1=CC(=NN1C1CCC2=CC=C(C=C12)C(F)(F)F)N1CCN(CC1)C(=O)OC(C)(C)C tert-butyl 4-[5-methyl-1-[6-(trifluoromethyl)indan-1-yl]pyrazol-3-yl]piperazine-1-carboxylate